C(C1=CC=CC=C1)OC([C@@H](N)CCCC(N)C(=O)OC(C)(C)C)=O 6-(tert-butoxycarbonyl)-L-lysine benzyl ester